4-(2-amino-2-methylpropyl)phenol NC(CC1=CC=C(C=C1)O)(C)C